F[C@@]1([C@@H](O[C@@H]([C@H]1O)CO)N1C(=O)N=C(NC(CCCCC)=O)C=C1)O 2'-fluoro-N4-hexanoyl-cytidine